6-((5-(6-amino-2-methylpyridin-3-yl)-7-(2-(ethyl(methyl)amino)ethyl)-1-oxo-3,4-dihydroisoquinolin-2(1H)-yl)methyl)-4-ethoxynicotinonitrile NC1=CC=C(C(=N1)C)C1=C2CCN(C(C2=CC(=C1)CCN(C)CC)=O)CC1=NC=C(C#N)C(=C1)OCC